COC=1C=CC2=C(C(OC3=C2C=CC(=C3)OCC(=O)NCC=3OC(=CC3)C)=O)C1 2-((8-Methoxy-6-oxo-6H-benzo[c]benzopyran-3-yl)oxy)-N-((5-methylfuran-2-yl)methyl)acetamide